C(OC=1C=C2C(=CNC2=CC1)C([2H])([2H])[C@@H]1N(CCC1)C([2H])([2H])[2H])([2H])([2H])[2H] (R)-5-(methoxy-d3)-3-((1-(methyl-d3)pyrrolidin-2-yl)methyl-d2)-1H-indole